N1-(4-((6-(4-isopropylpiperidin-1-yl)-2-methylpyridin-3-yl)amino)benzyl)malonamide C(C)(C)C1CCN(CC1)C1=CC=C(C(=N1)C)NC1=CC=C(CNC(CC(=O)N)=O)C=C1